ClC1=CC(=C(C(=C1)F)NC=1N(C2=NC(=NC=C2N1)NC1CCCC1)C1CCC(CC1)(C(=O)N)C)F (1r,4r)-4-(8-(4-chloro-2,6-difluorophenylamino)-2-(cyclopentylamino)-9H-purin-9-yl)-1-methylcyclohexanecarboxamide